5-amino-3-(2-(4-fluorophenyl)quinolin-7-yl)-1-((1s,3s)-3-hydroxy-3-methylcyclobutyl)-1H-pyrazole-4-carbonitrile NC1=C(C(=NN1C1CC(C1)(C)O)C1=CC=C2C=CC(=NC2=C1)C1=CC=C(C=C1)F)C#N